(-)-6-(2-chloro-3-cyclopropoxyphenyl)-2-(pyrimidin-2-yl)-5,6,7,8-tetrahydrophthalazin-1(2H)-one ClC1=C(C=CC=C1OC1CC1)C1CC=2C=NN(C(C2CC1)=O)C1=NC=CC=N1